C=1N=CN2C1C1=CC=CC=C1C2C2(COCCC2)O 3-(5H-Imidazo[5,1-a]isoindol-5-yl)tetrahydro-2H-pyran-3-ol